N-(3-(4-chlorophenyl)isoxazol-5-yl)-4-(2-methyl-6,7-dihydropyrazolo[1,5-a]pyrimidin-4(5H)-yl)-4-oxobutanamide ClC1=CC=C(C=C1)C1=NOC(=C1)NC(CCC(=O)N1C=2N(CCC1)N=C(C2)C)=O